CN1[C@@](CCC1)(C)COC1=NC2=C(C(=CC=C2C(=N1)N1CC(CCC1)(O)C)C1=CC(=CC2=CC=C(C(=C12)C#C[Si](C(C)C)(C(C)C)C(C)C)F)O[Si](C(C)C)(C(C)C)C(C)C)F 1-(2-(((R)-1,2-dimethylpyrrolidin-2-yl)methoxy)-8-fluoro-7-(7-fluoro-8-((triisopropylsilyl)ethynyl)-3-(triisopropylsiloxy)naphthalen-1-yl)quinazolin-4-yl)-3-Methylpiperidin-3-ol